4-(2,3-dihydrothieno[3,4-b][1,4]dioxin-2-ylmethoxy)-butanesulfonic acid O1C=2C(OCC1COCCCCS(=O)(=O)O)=CSC2